CN(C1CN(C1)C1CCNCC1)C N,N-dimethyl-1-(piperidin-4-yl)azetidin-3-amine